(R/S)-3,3'-bis(9-anthryl)-1,1'-binaphthol phosphate P(=O)(O)(O)OC=1C(=C2C=CC=CC2=CC1C=1C2=CC=CC=C2C=C2C=CC=CC12)C1=CC(=CC2=CC=CC=C12)C=1C2=CC=CC=C2C=C2C=CC=CC12